FC(C(=C(C(C(C(F)(F)F)(F)F)(F)F)F)F)(F)F perfluoro(2-hexene)